ClC1=C(C(=NC=C1)[N+](=O)[O-])O Chloro-2-nitropyridin-3-ol